OC1=C(C=CC=2C(C3=CC=C(C(=C3C(C12)=O)O)CC(=O)O)=O)CC(=O)O 1,8-dihydroxy-2,7-bis(carboxymethyl)-9,10-anthraquinone